C(C)(C)(C)OC(=O)N1C=CC2=C(C(=CC(=C12)C)OC([2H])([2H])[2H])CN1[C@@H](CC(CC1)C1CC1)C1=CC=C(C=C1)C(=O)OC.N1=C(C=C(C=C1)N)[2H] pyridin-4-amine-2-d Tert-butyl-4-(((2S)-4-cyclopropyl-2-(4-(methoxycarbonyl)phenyl)piperidin-1-yl)methyl)-5-(methoxy-d3)-7-methyl-1H-indole-1-carboxylate